OC1=C(C(=O)N(C2=CC(=C(C(=C2)OC)OC)OC)CCC)C=C(C(=C1)O)C(C)C 2,4-dihydroxy-5-isopropyl-N-propyl-N-(3,4,5-trimethoxyphenyl)benzamide